CN1CCN(CC1)C1=CC=C(C=C1)NC1=NC2=C(C=CC=C2C=N1)N1CC2(CCN(C2)C(C)=O)CC1 1-(7-(2-((4-(4-methylpiperazin-1-yl)phenyl)amino)quinazolin-8-yl)-2,7-diazaspiro[4.4]nonan-2-yl)ethan-1-one